7-chloro-4-[3-[4-(1,1-dioxo-1,2-thiazolidin-2-yl)phenyl]-N-methyl-anilino]-1H-quinazolin-2-one ClC1=CC=C2C(=NC(NC2=C1)=O)N(C1=CC(=CC=C1)C1=CC=C(C=C1)N1S(CCC1)(=O)=O)C